4-(benzo[b]thiophen-2-yl)-5-(2-fluorophenyl)-3-methylenedihydrofuran-2(3H)-one S1C2=C(C=C1C1C(C(OC1C1=C(C=CC=C1)F)=O)=C)C=CC=C2